C(COCCOC)OC(CCO)O (3,6-dioxaheptyloxy)-1,3-propanediol